Octadien-2-One CCC=CC=CC(=O)C